[S-2].[Ag+].[Ni+2].[Au+3].[S-2].[S-2] gold-nickel-silver sulfide